ClC1=CC=C(C=C1)\C(\C)=N/NC(C1=CC=CC=C1)=O (Z)-N'-(1-(4-chlorophenyl)ethylidene)benzohydrazide